5-(chloromethyl)-3-(4-bromophenyl)-1,2,4-oxadiazole ClCC1=NC(=NO1)C1=CC=C(C=C1)Br